C(C)OC=1C(=CC2=C(OC[C@@H](N2C(C)=O)C)N1)CC1=CC=C(C=C1)F 1-((S)-6-ethoxy-7-(4-fluorobenzyl)-2-methyl-2,3-dihydro-1H-pyrido[2,3-b][1,4]oxazin-1-yl)ethan-1-one